OC1=C(C=C2C(=C(C(OC2=C1)=O)CC(=O)N1[C@@H](COCC1)C)C)OC (R)-7-hydroxy-6-methoxy-4-methyl-3-(2-(3-methylmorpholino)-2-oxoethyl)-2H-chromen-2-one